1-methyl-N-[4-[3-(4-phenyl-1H-imidazol-2-yl)chroman-6-yl]oxy-2-pyridinyl]piperidine-4-carboxamide CN1CCC(CC1)C(=O)NC1=NC=CC(=C1)OC=1C=C2CC(COC2=CC1)C=1NC=C(N1)C1=CC=CC=C1